1-[2-(5-{1-[(6,7-dimethoxy-2-methylquinazolin-4-yl)amino]ethyl}thiophen-2-yl)phenyl]-2-methylpropan-1-ol COC=1C=C2C(=NC(=NC2=CC1OC)C)NC(C)C1=CC=C(S1)C1=C(C=CC=C1)C(C(C)C)O